CC1(OC2=CC=C(C=C2CC1)C=1C(O/C(/C1O)=C/C=1C=CC2=C(C[C@@H](O2)C(C)(C)O)C1)=O)C (R,E)-3-(2,2-dimethylchroman-6-yl)-4-hydroxy-5-((2-(2-hydroxypropan-2-yl)-2,3-dihydrobenzofuran-5-yl)methylene)furan-2(5H)-one